BrC1=NSC(=N1)N(C)C 3-bromo-N,N-dimethyl-1,2,4-thiadiazol-5-amine